10-Thioxanthenone C1=CC=CC=2S(C3=CC=CC=C3CC12)=O